(1S)-N-(7-chloro-6-(1-(5R-cyclopropyl-3R-methyltetrahydrofuran-3-yl)piperidin-4-yl)isoquinolin-3-yl)-6-oxaspiro[2.5]octane-1-carboxamide ClC1=C(C=C2C=C(N=CC2=C1)NC(=O)[C@H]1CC12CCOCC2)C2CCN(CC2)[C@]2(CO[C@H](C2)C2CC2)C